4-{[3-(2-Methoxy-4,6-dimethylphenyl)-7H-imidazo[4,5-c]pyridazin-7-yl]methyl}-1-methylpiperidine hydrochloride Cl.COC1=C(C(=CC(=C1)C)C)C1=CC2=C(N=N1)N(C=N2)CC2CCN(CC2)C